4-(4-fluoro-3-(3-((isobutylamino)methyl)azetidine-1-carbonyl)benzyl)phthalazin-1(2H)-one hydrochloride Cl.FC1=C(C=C(CC2=NNC(C3=CC=CC=C23)=O)C=C1)C(=O)N1CC(C1)CNCC(C)C